1-(pyridine-3-yl)ethane N1=CC(=CC=C1)CC